3-iodo-1-(1-methylpyrrolidin-3-yl)-1H-pyrazolo[3,4-d]pyrimidin-4-amine IC1=NN(C2=NC=NC(=C21)N)C2CN(CC2)C